C1(C2(C=CC3=CC=CC=C13)OC(C=C2)=O)=O 5H-spiro[furan-2,2'-naphthalene]-1',5-dione